2,3,5,6-tetrafluoro-4-(methylthio)benzaldehyde FC1=C(C=O)C(=C(C(=C1F)SC)F)F